2-[[4-[[[4-(aminosulfonyl)phenyl]methyl]amino]-5-methyl-6-(4-tert-butyloxycarbonyl-1-piperazinyl)-2-pyrimidinyl]amino]-4-methyl-5-thiazolecarboxylic acid, ethyl ester NS(=O)(=O)C1=CC=C(C=C1)CNC1=NC(=NC(=C1C)N1CCN(CC1)C(=O)OC(C)(C)C)NC=1SC(=C(N1)C)C(=O)OCC